C(C)SC1=NN2C(N=CC=C2C2=CC=C(C=C2)F)=C1C=1OC2=C(N1)C=C(C=C2)SC(F)(F)F 2-(2-(ethylsulfanyl)-7-(4-fluorophenyl)pyrazolo[1,5-a]pyrimidin-3-yl)-5-((trifluoromethyl)thio)benzo[d]oxazole